C(C)(=O)OC1=C(C(=C(C(=C1OC)C)OC)NC(C)=O)C1=CC(=CC=C1)OC 6-acetamido-3,3',5-trimethoxy-4-methyl-(1,1'-biphenyl)-2-yl acetate